C(C)(C)(C)OC(=O)NC=1C=CC=2N(C1)C(=CN2)C(=O)OCC Ethyl 6-((tert-butoxycarbonyl)amino)imidazo[1,2-a]pyridine-3-carboxylate